ClC1=CC=C(C=C1)N1C(=C(C(=C1C)C)C(CN1CCCCC1)=O)C 1-(1-(4-Chlorophenyl)-2,4,5-trimethyl-1H-pyrrol-3-yl)-2-(piperidin-1-yl)ethanone